tert-butyl cis-(1r,5s)-3-[4-[3-methyl-4-(1-methylbenzotriazol-5-yl)oxy-anilino]pyrimido[5,4-d]pyrimidin-6-yl]-3,6-diazabicyclo[3.2.0]heptane-6-carboxylate CC=1C=C(NC=2C3=C(N=CN2)C=NC(=N3)N3C[C@@H]2CN([C@@H]2C3)C(=O)OC(C)(C)C)C=CC1OC1=CC3=C(N(N=N3)C)C=C1